5-chloro-2-({[(5-fluoropyridin-2-yl)methyl]amino}methyl)-7,8-dihydro-6H-spiro[[1,3]oxazolo[5,4-f]quinazoline-9,1'-cyclohexane]-7-one ClC=1C=C2C(=C3C1NC(NC31CCCCC1)=O)OC(=N2)CNCC2=NC=C(C=C2)F